ClC1=C(C(=O)C2=CNC3=NC=CC(=C32)NC3CCC(CC3)C(=O)OC)C=CC(=C1)OC1=CC=CC=C1 Methyl (1r,4r)-4-((3-(2-chloro-4-phenoxybenzoyl)-1H-pyrrolo[2,3-b]pyridin-4-yl)amino)cyclohexane-1-carboxylate